Cl.Cl.NCCN(C[C@@H]([C@H]([C@@H]([C@@H](CO)O)O)O)O)C[C@@H]([C@H]([C@@H]([C@@H](CO)O)O)O)O (2R,3R,4R,5S)-6-[(2-aminoethyl)[(2S,3R,4R,5R)-2,3,4,5,6-pentahydroxyhexyl]amino]hexane-1,2,3,4,5-pentaol dihydrochloride